BrCCOC1=CC=C(C2=C(C=CC=C12)O)C=O 4-(2-bromoethoxy)-8-hydroxynaphthalene-1-carbaldehyde